5-chloro-8-(N-((1S,2R)-2-(6-fluoro-2,3-dimethylphenyl)-1-(5-oxo-4,5-dihydro-1,3,4-oxadiazol-2-yl)propyl)sulfamoyl)-4-methyl-d3-chroman-4-yl acetate C(C)(=O)OC1(CCOC2=C(C=CC(=C12)Cl)S(N[C@@H]([C@H](C)C1=C(C(=CC=C1F)C)C)C=1OC(NN1)=O)(=O)=O)C([2H])([2H])[2H]